N-(1-ethyl-1H-1,2,3-triazol-4-yl)-N-methylglycine C(C)N1N=NC(=C1)N(CC(=O)O)C